3-(4-(2-(imidazo(1,5-a)pyridin-3-yl)ethyl)morpholin-2-yl)-1H-indole C=1N=C(N2C1C=CC=C2)CCN2CC(OCC2)C2=CNC1=CC=CC=C21